BrC=1C=C(COC2(CCN(CC2)C(=O)OC(C)(C)C)C)C=C(C1)C(F)(F)F.[N] nitrogen tert-butyl 4-((3-bromo-5-(trifluoromethyl) benzyl) oxy)-4-methylpiperidine-1-carboxylate